C1(CC1)S(=O)(=O)C1=CC2=C(NC(=C2)C=O)S1 (cyclopropylsulfonyl)-6H-thieno[2,3-b]pyrrole-5-carbaldehyde